C(C)N1CCN(CC1)S(=O)(=O)C1=CC=C(C=C1)C1=CC(=C(C=C1)C)N(C=1SC=C(N1)C1=NC(=CC(=N1)N)N)CCC 2-(2-((4'-((4-Ethylpiperazin-1-yl)sulfonyl)-4-methyl-[1,1'-biphenyl]-3-yl)(propyl)amino)thiazol-4-yl)pyrimidine-4,6-diamine